ClC1=C(C=C(C=C1NC1=NC=2N(C(=N1)N(CC1=CC=C(C=C1)OC)C1CC1)N=CC2C#N)C#N)N2[C@H](CN(CC2)C(=O)OC(C)(C)C)C tert-Butyl (S)-4-(2-chloro-5-cyano-3-((8-cyano-4-(cyclopropyl(4-methoxybenzyl) amino)pyrazolo[1,5-a][1,3,5]triazin-2-yl)amino)phenyl)-3-methylpiperazine-1-carboxylate